C1(CCC1)[C@@H]1[C@@H](C2=CC=C(C=C2CC1)O)C1=CC(=C(C=C1)N1CCC(CC1)CN1CCN(CC1)C=1C=C2CN(C(C2=CC1)=O)[C@@H]1C(NC(CC1)=O)=O)F (S)-3-(5-(4-((1-(4-((1R,2R)-2-cyclobutyl-6-hydroxy-1,2,3,4-tetrahydronaphthalene-1-yl)-2-fluorophenyl)piperidin-4-yl)methyl)piperazin-1-yl)-1-oxoisoindolin-2-yl)piperidine-2,6-dione